C1(=CC=C(C=C1)C1=NC(=NC(=N1)C1=CC=C(C=C1)C1=CC=CC=C1)C1=C(C=C(OC(C(=O)OCCCCCC(C)C)C)C=C1)O)C1=CC=CC=C1 isooctyl 2-(4-(4,6-di([1,1'-biphenyl]-4-yl)-1,3,5-triazin-2-yl)-3-hydroxyphenoxy)propanoate